4-bromo-6-(methoxymethoxy)-3-((trimethylsilyl)ethynyl)pyrazolo[1,5-a]pyridinebenzyldimethylphenylammonium butyltris(2,6-difluorophenyl)borate C(CCC)[B-](C1=C(C=CC=C1F)F)(C1=C(C=CC=C1F)F)C1=C(C=CC=C1F)F.BrC=1C=2N(C=C(C1)OCOC)N=C(C2C#C[Si](C)(C)C)C2=CC=CC=C2C[N+](C2=CC=CC=C2)(C)C